(5-amino-7-fluoroimidazo[1,2-c]quinazolin-2-yl)(2,7-diazaspiro[4.5]decan-7-yl)methanone NC1=NC=2C(=CC=CC2C=2N1C=C(N2)C(=O)N2CC1(CCNC1)CCC2)F